C[C@@H]1CN(C[C@@H](C1)NC(C)C1=CC=C(C=C1)N1CCNCC1)C1=C2C=CC=NC2=C(C=C1)C#N 5-[(3S,5R)-3-methyl-5-[1-(4-piperazin-1-ylphenyl)ethylamino]-1-piperidinyl]quinoline-8-carbonitrile